tert-Butyl 3-(1,3-dioxoisoindolin-2-yl)-4-oxopiperidine-1-carboxylate O=C1N(C(C2=CC=CC=C12)=O)C1CN(CCC1=O)C(=O)OC(C)(C)C